FC(N1C=NC2=C1C=CC(=C2)C2=CC(=NC=C2)NC(=O)C2CCN(CC2)CC)F N-(4-(1-(difluoromethyl)-1H-benzo[d]imidazol-5-yl)pyridin-2-yl)-1-ethylpiperidine-4-carboxamide